CC(CC)=NCCC[Si](OCC)(OCC)OCC N-(1-methylpropylidene)-3-triethoxysilyl-1-propaneamine